FC1=C(CNC(=O)C=2C(C(=C3N([C@H]4C(CCCN(C3=O)C4)(O)C(F)F)C2)O)=O)C=CC(=C1)F (7R)-N-(2,4-difluorobenzyl)-6-(difluoromethyl)-6,12-dihydroxy-1,11-dioxo-1,4,5,6,7,11-hexahydro-3H-2,7-methanopyrido[1,2-a][1,4]diazonine-10-carboxamide